FC1=CC(=C(C=C1)C1=CC(=CC=C1)N)C 4'-fluoro-2'-methyl-[1,1'-biphenyl]-3-amine